ClC=1C=C(C(=C(C1C)C1=CC=C(C=C1)OC)OCC)C(CO)C 2-(5-chloro-2-ethoxy-4'-methoxy-6-methyl-[1,1'-biphenyl]-3-yl)propan-1-ol